N-[2-(4,4-difluorocyclohexyl)-4-(2-fluorophenyl)-3-pyridyl]-2-isopropoxy-pyrimidine-5-carboxamide FC1(CCC(CC1)C1=NC=CC(=C1NC(=O)C=1C=NC(=NC1)OC(C)C)C1=C(C=CC=C1)F)F